1-(2-methoxyethoxy)-2-methyl-1-oxopropan-2-yl 5-amino-2-chloro-4-fluorobenzoate NC=1C(=CC(=C(C(=O)OC(C(=O)OCCOC)(C)C)C1)Cl)F